C(C)(=O)OC1CCC2(C3CCC4(C(CCC4C3CC=C2C1)=O)C)C (10,13-Dimethyl-17-oxo-1,2,3,4,7,8,9,11,12,14,15,16-dodecahydrocyclopenta[a]phenanthren-3-yl) acetate